5-(benzyloxy)-6-methoxy-2-(5-methyl-benzo[d]oxazol-2-yl)-1,2,3,4-tetrahydro-isoquinoline-3-carboxylic acid C(C1=CC=CC=C1)OC1=C2CC(N(CC2=CC=C1OC)C=1OC2=C(N1)C=C(C=C2)C)C(=O)O